CC=1C(=CC(=C(C(=O)O)C1)N1CCC2(CC2)CC1)[N+](=O)[O-] 5-Methyl-4-nitro-2-(6-azaspiro[2.5]octan-6-yl)benzoic acid